C(C)(C)(C)NCCOC(CCCCC)O tertiary butylaminoethoxyhexanol